5-amino-6-methyl-1,3-dihydrospiro[indene-2,3'-pyrrolo[2,3-b]pyridine]-2'(1'H)-one NC=1C=C2CC3(C(NC4=NC=CC=C43)=O)CC2=CC1C